4-[3-(2,4-dioxohexahydropyrimidin-1-yl)-1-methyl-indazol-6-yl]-3,3-difluoro-piperidine hydrochloride Cl.O=C1N(CCC(N1)=O)C1=NN(C2=CC(=CC=C12)C1C(CNCC1)(F)F)C